((3R)-8-(2-(difluoromethyl)-5-fluorophenoxy)-1-methyl-2-oxo-1,2,3,4-tetrahydroquinolin-3-yl)urea FC(C1=C(OC=2C=CC=C3C[C@H](C(N(C23)C)=O)NC(=O)N)C=C(C=C1)F)F